5-bromo-2-(2,6-dioxopiperidin-3-yl)-1-oxo-1,2-dihydroisoquinolin-7-yl sulfurofluoridate S(OC1=CC(=C2C=CN(C(C2=C1)=O)C1C(NC(CC1)=O)=O)Br)(=O)(=O)F